1-(6-(4-((3-Chloro-4-(difluoromethoxy)phenyl)amino)pyrido[3,2-d]pyrimidin-6-yl)-1,6-diazaspiro[3.3]heptan-1-yl)prop-2-en-1-one ClC=1C=C(C=CC1OC(F)F)NC=1C2=C(N=CN1)C=CC(=N2)N2CC1(CCN1C(C=C)=O)C2